3-hydroxy-3-methylbutyric acid isobutyl ester C(C(C)C)OC(CC(C)(C)O)=O